3'-(3-(1-(4-(tert-butyl)benzyl)-4-ethyl-5-oxo-4,5-dihydro-1H-1,2,4-triazol-3-yl)propyl)[1,1'-biphenyl]-4-carboxylic acid C(C)(C)(C)C1=CC=C(CN2N=C(N(C2=O)CC)CCCC=2C=C(C=CC2)C2=CC=C(C=C2)C(=O)O)C=C1